p-toluenesulfinic acid N-methylaniline salt CNC1=CC=CC=C1.CC1=CC=C(C=C1)S(=O)O